2-[4-(3-fluorophenyl)-6-oxo-3-propan-2-ylpyridazin-1-yl]-N-(3-fluoropyridin-2-yl)acetamide FC=1C=C(C=CC1)C=1C(=NN(C(C1)=O)CC(=O)NC1=NC=CC=C1F)C(C)C